(R)-N-acetyl-N-(2-amino-3-hydroxypropyl)glycine C(C)(=O)N(CC(=O)O)C[C@H](CO)N